3-Hydroxy-4-(methoxycarbonyl)phenylboronic acid pinacol ester OC=1C=C(C=CC1C(=O)OC)B1OC(C)(C)C(C)(C)O1